NC([C@H](C[C@H]1C(NCCC1)=O)NC([C@H](CC1CC1)NC([C@H](CC1=CC=C(C=C1)F)NC(OCC1=CC=CC=C1)=O)=O)=O)=O benzyl ((S)-1-(((S)-1-(((S)-1-amino-1-oxo-3-((S)-2-oxopiperidin-3-yl)propan-2-yl)amino)-3-cyclopropyl-1-oxopropan-2-yl)amino)-3-(4-fluorophenyl)-1-oxopropan-2-yl)carbamate